ClC1=C(CC2=NC3=C(N2CCOC)C=C(C=C3F)C(=O)O)C=C(C(=C1)C1=NC(=C(C=C1)F)OCC1=C(C=C(C=C1)C#N)F)C 2-(2-chloro-4-(6-((4-cyano-2-fluorobenzyl)oxy)-5-fluoropyridin-2-yl)-5-methylbenzyl)-4-fluoro-1-(2-methoxyethyl)-1H-benzo[d]imidazole-6-carboxylic acid